2-ethyl-4-(p-tolyl)-6-phenylpyridine C(C)C1=NC(=CC(=C1)C1=CC=C(C=C1)C)C1=CC=CC=C1